C(C1=CC=CC=C1)N1C=C2C=CC(=CC2=C1)C(=O)NC1=NC(=CC=C1)C1=NN=CN1C(C)C 2-benzyl-N-(6-(4-isopropyl-4H-1,2,4-triazol-3-yl)pyridin-2-yl)isoindole-5-carboxamide